ClC1=C(C=C2CCNCC2=C1)NC1=NC=C(C(=N1)C1=CC=2S(CCNS(C2S1)(=O)=O)(=O)=O)C(F)(F)F 7-(2-((7-chloro-1,2,3,4-tetrahydroisoquinolin-6-yl)amino)-5-(trifluoromethyl)pyrimidin-4-yl)-3,4-dihydro-2H-thieno[3,2-f][1,5,2]dithiazepine 1,1,5,5-tetraoxide